NC1=C(C(NC2=CC(=CC=C12)C1CCC1)=O)C(=O)N[C@H]1CS(C=C1)(=O)=O (R)-4-Amino-7-cyclobutyl-N-(1,1-dioxido-2,3-dihydrothiophen-3-yl)-2-oxo-1,2-dihydroquinoline-3-carboxamide